3-acetyl-2-chloro-N-(1-methyl-1H-tetrazol-5-yl)-4-(trifluoromethyl)benzamide C(C)(=O)C=1C(=C(C(=O)NC2=NN=NN2C)C=CC1C(F)(F)F)Cl